3-(3-fluoro-4-oxobutyl)azetidine-1-carboxylic acid tert-butyl ester C(C)(C)(C)OC(=O)N1CC(C1)CCC(C=O)F